BrC1=NN(C=N1)CC(F)(F)F 3-bromo-1-(2,2,2-trifluoroethyl)-1,2,4-triazole